(+/-)-trans-3-((6-(benzo[b]thiophen-2-yl)-2-(5-fluoro-1H-pyrrolo[2,3-b]pyridin-3-yl)pyrimidin-4-yl)amino)bicyclo[2.2.2]octane-2-carboxylic acid S1C2=C(C=C1C1=CC(=NC(=N1)C1=CNC3=NC=C(C=C31)F)NC3C(C1CCC3CC1)C(=O)O)C=CC=C2